ClC1=CC=C(C=C1)S(=O)(=O)\C(=C/CNC(=O)C=1C(NC=C(C1)C1=CC=CC=C1)=O)\C N-[(2Z)-3-(4-chlorobenzenesulfonyl)but-2-en-1-yl]-2-oxo-5-phenyl-1,2-dihydropyridine-3-carboxamide